[O-]S(=O)(=O)C(F)(F)F.C(CCCCCCCCCC)[N+]1=C(C=CC=C1)CCCC 1-Undecyl-2-butylpyridinium triflat